7-(3-([1,2,4]triazolo[1,5-a]pyridin-8-yl)propyl)hexahydropyrrolo[1,2-a]pyrazin-6(2H)-one N=1C=NN2C1C(=CC=C2)CCCC2CC1N(CCNC1)C2=O